N1CC(CCC1)NC1=NC=C(C(=N1)C=1C=C(NC1)C(=O)NC1=CC=NC=C1)C(F)(F)F 4-{2-[(piperidin-3-yl)amino]-5-(trifluoromethyl)pyrimidin-4-yl}-N-(pyridin-4-yl)-1H-pyrrol-2-carboxamide